ClC=1C=C(C=CC1N1C=NC=C1)NC1=C(C=CC(=C1)C=1C(=NOC1C)C)C N-(3-chloro-4-(1H-imidazol-1-yl)phenyl)-5-(3,5-dimethylisoxazol-4-yl)-2-methylaniline